C(C1=CC=CC=C1)C=1C(=C(C(=O)OC(C2=C(C(=C(C=C2)[N+](=O)[O-])CC2=CC=CC=C2)CNC)=O)C=CC1[N+](=O)[O-])CNC benzyl-(methyl)aminomethyl-4-nitrobenzoic anhydride